[Si](C)(C)(C(C)(C)C)OC=1C=C2C(=NN(C2=CC1)C1OCCCC1)C=1C=NN(C1)CCOCCOCCO 2-[2-[2-[4-[5-[tert-butyl(dimethyl)silyl]oxy-1-tetrahydropyran-2-yl-indazol-3-yl]pyrazol-1-yl]ethoxy]ethoxy]ethanol